1-(3,5-dimethylphenyl)naphthalene CC=1C=C(C=C(C1)C)C1=CC=CC2=CC=CC=C12